N-(1-methyl-3-(4'-(oxetan-3-yloxy)-5'-oxo-4,5,5',6'-tetrahydro-2H-spiro[furan-3,8'-pyrano[3,4-b]pyridin]-2'-yl)-1H-pyrrolo[2,3-c]pyridin-5-yl)acetamide CN1C=C(C=2C1=CN=C(C2)NC(C)=O)C2=CC(=C1C(=N2)C2(OCC1=O)COCC2)OC2COC2